C(C1=C(C=C(N(CCOC)CCOC)C=C1OC)OC)C1=C(C=C(N(CCOC)CCOC)C=C1OC)OC 4,4'-methylenebis(N,N-bis(2-methoxyethyl)-3,5-dimethoxy-aniline)